O[C@@]1(C(C(CC1)=C)CO)N1C=2N=C(NC(C2N=C1)=O)N (1R,2S,4S)-9-(4-hydroxy-3-hydroxymethyl-2-methylenecyclopent-4-yl)guanine